(S)-2-methylaziridine C[C@@H]1NC1